OCC(C=O)C1=CC=CC=C1 3-hydroxy-2-phenylpropan-1-one